SC(CC)S(=O)(=O)[O-].[Na+] Sodium mercapto-1-propanesulfonate